ClC1=C(C=C(C=C1)C1=NN(C(=N1)CC(=O)NCC1=CC(=CC=C1)F)S(=O)(=O)C)F 2-[3-(4-Chloro-3-fluorophenyl)-1-methansulfonyl-1H-1,2,4-triazol-5-yl]-N-[(3-fluorophenyl)methyl]acetamid